5-methyl-1-oxo-5,6,7,8-tetrahydro-1λ5-quinoline CC1C=2C=CC=N(C2CCC1)=O